2,4-dichloroperfluoropentane ClC(C(F)(F)F)(C(C(C(F)(F)F)(Cl)F)(F)F)F